2-(12-iodo-1,2,3,5,6,7-hexahydrochromeno[2,3-f]pyrido[3,2,1-ij]quinolin-4-ium-9-yl)-5-sulfobenzenesulfonate IC1=CC=C2C(=C3C(=C4CCC[N+]5=C4C(=C3)CCC5)OC2=C1)C1=C(C=C(C=C1)S(=O)(=O)O)S(=O)(=O)[O-]